4-(8-(1-propenoylpyrrolidin-3-yl)quinazolin-6-yl)-N-(5-(trifluoromethyl)pyridin-2-yl)benzamide C(C=C)(=O)N1CC(CC1)C=1C=C(C=C2C=NC=NC12)C1=CC=C(C(=O)NC2=NC=C(C=C2)C(F)(F)F)C=C1